3-[3''-(4,6-Diphenyl-1,3,5-triazin-2-yl)[1,1':3',1'']terphenyl-5'-yl]-9-phenyl-9H-carbazole C1(=CC=CC=C1)C1=NC(=NC(=N1)C1=CC=CC=C1)C=1C=C(C=CC1)C=1C=C(C=C(C1)C=1C=CC=2N(C3=CC=CC=C3C2C1)C1=CC=CC=C1)C1=CC=CC=C1